C(C1=CC=CC=C1)C=1N(C=2C(=C3CC[C@@H](N(C3=CC2)C(=O)OC)C)N1)[C@H]1C[C@@H](CCC1)C(=O)N1CCNCC1 methyl (7S)-2-benzyl-7-methyl-3-[(1R,3R)-3-(piperazine-1-carbonyl)cyclohexyl]-8,9-dihydro-7H-imidazo[4,5-f]quinoline-6-carboxylate